NCC(CN[C@@H](C1=CC=2N(N=C1)C=C(N2)[C@H](C2CCC(CC2)(F)F)NC(OC(C)(C)C)=O)C2(CCC2)C#N)(F)F tert-butyl ((S)-(7-((S)-((3-amino-2,2-difluoropropyl)amino)(1-cyanocyclobutyl)methyl)imidazo[1,2-b]pyridazin-2-yl)(4,4-difluorocyclohexyl)methyl)carbamate